4-pentylhydrazine CCCC(C)NN